Dimethyl-octadecyl-[3-[tris(2-hydroxypropoxy)silyl]propyl]ammonium C[N+](CCC[Si](OCC(C)O)(OCC(C)O)OCC(C)O)(CCCCCCCCCCCCCCCCCC)C